ClC1=C(C(=CC=C1Cl)OC)[C@H]1C[C@@H]2N(C([C@H](N(C2)C(CO)=O)C)=O)CC1 (3R,8R,9aS)-8-(2,3-dichloro-6-methoxyphenyl)-2-(2-hydroxyacetyl)-3-methyl-hexahydro-1H-pyrido[1,2-a]pyrazin-4-one